5-[3,5-bis(trifluoromethyl)phenyl]-3-(3-isoquinolin-4-ylpropanoyl)-1,3-oxazolidin-2-one FC(C=1C=C(C=C(C1)C(F)(F)F)C1CN(C(O1)=O)C(CCC1=CN=CC2=CC=CC=C12)=O)(F)F